4-hydroxy-piperidine-1,2-dicarboxylic acid 2-benzyl 1-(tert-butyl) ester C(C)(C)(C)OC(=O)N1C(CC(CC1)O)C(=O)OCC1=CC=CC=C1